3-(4-hydroxyphenyl)-2-oxo-propionic acid OC1=CC=C(C=C1)CC(C(=O)O)=O